IC=1C=C2C=CNC2=CC1 5-iodoindole